CSCCCN 3-methylthiopropylamine